n-octacosene C=CCCCCCCCCCCCCCCCCCCCCCCCCCC